COC1=CC=C(C=C1)OC[C@@H]1[C@H]([C@H](C(OC)O1)O)O methyl 5-O-(4-methoxyphenyl)-D-ribofuranoside